2-Chloro-4-{[4-(5-chloro-2-methoxy-benzenesulfonyl)-3,4-dihydro-2H-benzo[1,4]thiazine-6-carbonyl]-amino}-benzoic acid ClC1=C(C(=O)O)C=CC(=C1)NC(=O)C=1C=CC2=C(N(CCS2)S(=O)(=O)C2=C(C=CC(=C2)Cl)OC)C1